C(#N)CC=1C=NN2C1C(=C(C=C2)NC(OC(C)(C)C)=O)OC Tert-butyl (3-(cyanomethyl)-4-methoxypyrazolo[1,5-a]pyridin-5-yl)carbamate